N-[(4,5-dichloro-2-hydroxyphenyl)[(3S)-1-[(4R)-2,2-dimethyl-1,3-dioxolane-4-carbonyl]pyrrolidin-3-yl]methyl]-2-methylpropane-2-sulfinamide ClC1=CC(=C(C=C1Cl)C(NS(=O)C(C)(C)C)[C@@H]1CN(CC1)C(=O)[C@@H]1OC(OC1)(C)C)O